2-fluoro-6-((E)-(phenylimino)methyl)-4-((E)-4-(pyrrolidin-1-yl)styryl)phenol FC1=C(C(=CC(=C1)\C=C\C1=CC=C(C=C1)N1CCCC1)/C=N/C1=CC=CC=C1)O